chloro-urea ClNC(=O)N